C(C=C)(=O)NC=1C(=CC(=C(C1)NC1=NC=C(C(=N1)N1CC(C2=NC(=CC=C21)C)(C)C)C(=O)OC(C)C)OC)N2C[C@H](CCC2)N(C)C isopropyl (S)-2-((5-acrylamido-4-(3-(dimethylamino)piperidin-1-yl)-2-methoxyphenyl)amino)-4-(3,3,5-trimethyl-2,3-dihydro-1H-pyrrolo[3,2-b]pyridin-1-yl)pyrimidine-5-carboxylate